rac-trans-3-methyl-4-((4-(methylsulfonyl)phenoxy)methyl)pyrrolidin-3-ol C[C@]1(CNC[C@H]1COC1=CC=C(C=C1)S(=O)(=O)C)O |r|